S(N)(OCC1OC(OC1C1=C(C=CC=C1)Cl)(C)C)(=O)=O (5-(2-chlorophenyl)-2,2-dimethyl-1,3-dioxolan-4-yl)methyl sulfamate